OC1=CC=C(C=C1)CCC(=O)Cl p-hydroxyphenyl-propionyl chloride